4-[(2,3-dihydro-1-benzofuran-7-yl)amino]-2-[(6-methoxy-2-methyl-1,2,3,4-tetrahydroisoquinolin-7-yl)amino]pyrimidine-5-carboxamide O1CCC2=C1C(=CC=C2)NC2=NC(=NC=C2C(=O)N)NC2=C(C=C1CCN(CC1=C2)C)OC